tert-Butyl (2S)-2-(3-bromopropoxymethyl)pyrrolidine-1-carboxylate BrCCCOC[C@H]1N(CCC1)C(=O)OC(C)(C)C